2-nitrobenzoic acid methyl ester hydrochloride Cl.COC(C1=C(C=CC=C1)[N+](=O)[O-])=O